NC1=NC2=CC=C(C=C2C=C1C)C(=O)N(CC1=NC=C(C=C1)C(F)(F)F)[C@H]1[C@@H](CCC1)C#N 2-amino-N-((1R,2R)-2-cyanocyclopentyl)-3-methyl-N-((5-(trifluoromethyl)pyridin-2-yl)methyl)quinoline-6-carboxamide